2-((2S)-1-Acryloyl-4-(7-(3,4-dihydroquinolin-1(2H)-yl)-2-(3-methoxyazetidin-1-yl)-5,6,7,8-tetrahydroquinazolin-4-yl)piperazin-2-yl)acetonitrile C(C=C)(=O)N1[C@H](CN(CC1)C1=NC(=NC=2CC(CCC12)N1CCCC2=CC=CC=C12)N1CC(C1)OC)CC#N